4-(2-chlorophenyl)-5-hydroxy-5-methyl-1H-pyrrol-2-one ClC1=C(C=CC=C1)C1=CC(NC1(C)O)=O